C(C(=C)CC(=O)O)(=O)O.C(CCCCCCCCCCCCCCCCC)(=O)OCC(O)CO Glyceryl Monostearate Itaconate